1-[(6-{3-azabicyclo[3.1.0]hex-3-yl}-5-cyano-2-methylpyridin-3-yl)methyl]-1H-imidazole-4-carboxylic acid ethyl ester C(C)OC(=O)C=1N=CN(C1)CC=1C(=NC(=C(C1)C#N)N1CC2CC2C1)C